tert-butyl ((E)-(4-(4-(4-(4-((E)-N,N'-bis(tert-butoxycarbonyl)carbamimidoyl)piperazin-1-yl)benzamido)phenyl) piperazin-1-yl)((tert-butoxycarbonyl)amino)methylene)carbamate C(C)(C)(C)OC(=O)N\C(=N/C(=O)OC(C)(C)C)\N1CCN(CC1)C1=CC=C(C(=O)NC2=CC=C(C=C2)N2CCN(CC2)\C(\NC(=O)OC(C)(C)C)=N\C(OC(C)(C)C)=O)C=C1